C(CCCCCCCCCCCCCCCCC)(=O)O.NCCNCCNCCN triethylenetetramine stearate